FC=1C=C(C2=C(C=CO2)C1)B1OC(C(O1)(C)C)(C)C 2-(5-fluorobenzofuran-7-yl)-4,4,5,5-tetramethyl-1,3,2-Dioxaborolane